2-(4-bromo-2-methoxy-5-propoxyphenyl)ethan-1-amine BrC1=CC(=C(C=C1OCCC)CCN)OC